ClC=1C=C(CC2=CC=CC(=N2)C2OCCN(C2)C(CC2=CC=C(C=C2)F)=O)C=CC1 1-(2-(6-(3-chlorobenzyl)pyridin-2-yl)morpholino)-2-(4-fluorophenyl)ethan-1-one